ethyl 2-(((S)-3-(5-chloro-2-methylphenyl)-5-(piperidin-1-yl)pentyl) (methyl)amino)-2-(3-methoxy-2-((1r,4S)-4-(trifluoromethoxy)-cyclohexyl)phenyl)acetate ClC=1C=CC(=C(C1)[C@H](CCN(C(C(=O)OCC)C1=C(C(=CC=C1)OC)C1CCC(CC1)OC(F)(F)F)C)CCN1CCCCC1)C